COC1=C(CN(C=2OC3=C(C=NC=C3C=3C[C@@H](CCC3)C(=O)OC)N2)CC2=C(C=C(C=C2)OC)OC)C=CC(=C1)OC methyl (R)-3-(2-(bis(2,4-dimethoxybenzyl)amino)oxazolo[4,5-c]pyridin-7-yl)cyclohex-3-ene-1-carboxylate